hexagermane [GeH3][GeH2][GeH2][GeH2][GeH2][GeH3]